O=C1NC2=CC=CC=C2C(=C1)C1=C(C(=NC2=CC=CC=C12)N1CC2(CN(C2)C(C=C)=O)CC1)C#N 2'-oxo-2-(2-(2-propenoyl)-2,6-diazaspiro[3.4]octan-6-yl)-1',2'-dihydro[4,4'-biquinoline]-3-carbonitrile